tert-butyl (S)-4-(2-(4-(2-acetyl-5-chlorophenyl)-3-(allyloxy)-6-oxopyridazin-1(6H)-yl)-3-phenylpropanamido)benzoate C(C)(=O)C1=C(C=C(C=C1)Cl)C=1C(=NN(C(C1)=O)[C@H](C(=O)NC1=CC=C(C(=O)OC(C)(C)C)C=C1)CC1=CC=CC=C1)OCC=C